[(2S,5'R)-7-chloro-1'-methoxy-5'-methyl-3,3'-dioxo-4-(2-tetrahydropyran-2-yloxyethoxy) spiro[benzofuran-2,6'-cyclohexene]-6-yl]trifluoromethanesulfonate ClC1=C(C=C(C=2C([C@@]3([C@@H](CC(C=C3OC)=O)C)OC21)=O)OCCOC2OCCCC2)OS(=O)(=O)C(F)(F)F